4-(6-(4-fluoro-3-hydroxyphenoxy)pyridin-2-yl)-N-methylbenzamide FC1=C(C=C(OC2=CC=CC(=N2)C2=CC=C(C(=O)NC)C=C2)C=C1)O